(R)-2-aminopent-4-ynoic acid N[C@@H](C(=O)O)CC#C